Cyclohexyl-((S)-(((2S,3S,4R,5R)-5-(4-amino-2-oxopyrimidin-1(2H)-yl)-2,4-difluoro-3-hydroxy-4-methyltetrahydrofuran-2-yl)methoxy)(phenoxy)phosphoryl)-L-alaninat C1(CCCCC1)N([C@@H](C)C(=O)[O-])[P@@](=O)(OC1=CC=CC=C1)OC[C@]1(O[C@H]([C@]([C@@H]1O)(C)F)N1C(N=C(C=C1)N)=O)F